3-hydroxy-3-methylpentanoic acid (3-hydroxy-3-methylglutarate) OC(CC(=O)O)(CC(=O)O)C.OC(CC(=O)O)(CC)C